CC1=NC=C(C(=C1O)CN)CO.Cl The molecule is a hydrochloride obtained by combining pyridoxamine with one molar equivalent of hydrochloric acid. Used for treatment of diabetic nephropathy. It has a role as an Escherichia coli metabolite, a Saccharomyces cerevisiae metabolite, a human metabolite, a plant metabolite, a mouse metabolite, an iron chelator and a nephroprotective agent. It contains a pyridoxaminium(1+).